C(C)(=O)OC[C@H](COC1=CC=C(C=C1)S(=O)(=O)C1=CC=C(C=C1)OC[C@H](CCl)OC(C)=O)OC(C)=O (S)-3-(4-((4-((R)-2-acetoxy-3-chloropropoxy)phenyl) sulfonyl)phenoxy)propane-1,2-diyl diacetate